C(C)(=O)OC1=CC(=C(C=C1C)C(C)(C)C)OC(C)=O 1,3-diacetoxy-4-tert-butyl-6-methylbenzene